O,O-Diethyl O-3,5,6-trichloropyridin-2-yl phosphorothioate CCOP(=S)(OCC)OC1=NC(=C(C=C1Cl)Cl)Cl